C[Si](CCOCN1C=CC=2C=NC=CC21)(C)C 1-[[2-(trimethylsilyl)ethoxy]methyl]pyrrolo[3,2-c]pyridine